O=C(OC)NCCOCCOCCOCCOCCC(=O)O 3-oxo-2,7,10,13,16-pentaoxa-4-azanonadecane-19-oic acid